1-(3-chloro-5-(hydroxymethyl)-4-methylphenyl)-3-((2-(2,6-dioxopiperidin-3-yl)-3-oxoisoindolin-5-yl)methyl)urea ClC=1C=C(C=C(C1C)CO)NC(=O)NCC=1C=C2C(N(CC2=CC1)C1C(NC(CC1)=O)=O)=O